C(C1=CC=CC=C1)[C@@H]1N(CCC1(F)F)C1=NC(=CC(=N1)N1CCOCC1)OCC1=CC=C(C=C1)OC (S)-4-(2-(2-benzyl-3,3-difluoropyrrolidin-1-yl)-6-((4-methoxybenzyl)oxy)pyrimidin-4-yl)morpholine